bis-(4-isopropenylphenyl) ether C(=C)(C)C1=CC=C(C=C1)OC1=CC=C(C=C1)C(=C)C